tert-butyl 4-(3-((4-((4-(3,5-dichlorophenyl)piperazin-1-yl)sulfonyl)phenyl) carbamoyl)-4-(N-methylmethylsulfonamido)phenyl)piperidine-1-carboxylate ClC=1C=C(C=C(C1)Cl)N1CCN(CC1)S(=O)(=O)C1=CC=C(C=C1)NC(=O)C=1C=C(C=CC1N(S(=O)(=O)C)C)C1CCN(CC1)C(=O)OC(C)(C)C